(S)-1-cyano-2-(4-(3-methyl-2-oxo-2,3-dihydrobenzo[d]oxazol-5-yl)phenyl)ethylcarbamoyl-5-oxa-8-azaspiro[2.6]nonane-8-amide C(#N)C(CC1=CC=C(C=C1)C=1C=CC2=C(N(C(O2)=O)C)C1)NC(=O)[C@H]1CC12COCCN(C2)C(=O)N